CC(C)N1N=NC2=C1C=CC(=C2)C(N)=S 1-(propan-2-yl)-1H-1,2,3-benzotriazole-5-thiocarboxamide